(5-Chloro-4-(4-methylpiperazin-1-yl)pyridin-3-yl)-1-(quinoxalin-6-yl)methanimine ClC=1C(=C(C=NC1)C(=N)C=1C=C2N=CC=NC2=CC1)N1CCN(CC1)C